2-[(4-chloro-2-fluorophenyl)methyl]-8-[1-(2,2-difluoroethyl)-1H-pyrazolo[3,4-b]pyrazin-6-yl]-2,8-diazaspiro[4.5]decan-3-one ClC1=CC(=C(C=C1)CN1CC2(CC1=O)CCN(CC2)C2=CN=C1C(=N2)N(N=C1)CC(F)F)F